(7aS,9S)-1-isopropoxy-3-methyl-9-((2-oxo-1,2-dihydro-1,6-naphthyridin-7-yl)oxy)-6,7,7a,8,9,10-hexahydro-12H-benzo[b]pyrrolo[1,2-e][1,5]oxazocin-12-one C(C)(C)OC1=CC(=CC=2OCC[C@@H]3N(C(C21)=O)C[C@H](C3)OC3=NC=C2C=CC(NC2=C3)=O)C